methyl 1-(bromodifluoromethyl)-5-methyl-1H-pyrazole-4-carboxylate BrC(N1N=CC(=C1C)C(=O)OC)(F)F